methyl-tricaprylyl-ammonium chloride [Cl-].C[N+](C(CCCCCCC)=O)(C(CCCCCCC)=O)C(CCCCCCC)=O